[O-]CCCC.[Ti+4].[O-]CCCC.[O-]CCCC.[O-]CCCC titanium (N-butoxide)